3-(4-Chloro-3-fluorobenzyl)-1-(1-(5-methylpyridazin-4-yl)-1H-pyrazol-4-yl)piperidin-2-one ClC1=C(C=C(CC2C(N(CCC2)C=2C=NN(C2)C2=CN=NC=C2C)=O)C=C1)F